BrC=1C=C2C(N3C(=NC2=CC1)[C@@H]([C@H](CC3)CC)N3CCN(CCC3)C)=O (6R,7S)-2-bromo-7-ethyl-6-(4-methyl-1,4-diazepan-1-yl)-8,9-dihydro-6H-pyrido[2,1-b]quinazolin-11(7H)-one